O[C@@H](C)C1=CC=C(C=C1)O 4-(1S)-1-hydroxyethyl-phenol